COC(C[C@H](C(C)(C)C)N)=O (R)-3-amino-4,4-dimethylpentanoic acid methyl ester